C(CCC)C=1N(C(=C(N1)Cl)C(=O)O)CC1=CC=C(C=C1)C1=C(C=CC(=C1)N1C[C@H](CCC1)C)C=1N=NN(N1)C(C1=CC=CC=C1)(C1=CC=CC=C1)C1=CC=CC=C1 (S)-2-butyl-4-chloro-1-((5'-(3-methylpiperidin-1-yl)-2'-(2-trityl-2H-tetrazol-5-yl)-[1,1'-biphenyl]-4-yl)methyl)-1H-imidazole-5-carboxylic Acid